(5's)-5'-methyl-3H-spiro[furo[3,4-c]pyridine-1,3'-pyrrolidine] C[C@H]1CC2(CN1)OCC=1C=NC=CC12